1,14-bis((tetrahydro-2H-pyran-2-yl)oxy)tetradec-7-yne O1C(CCCC1)OCCCCCCC#CCCCCCCOC1OCCCC1